7-{[(1S)-1-{4-[4-(4-acryloylpiperazin-1-yl)tetrahydro-2H-pyran-4-yl]phenyl}ethyl]amino}-1-(propan-2-yl)-1,4-dihydro-2H-pyrido[4,3-d][1,3]oxazin-2-one C(C=C)(=O)N1CCN(CC1)C1(CCOCC1)C1=CC=C(C=C1)[C@H](C)NC1=CC=2N(C(OCC2C=N1)=O)C(C)C